5-(1-chloroethyl)-2-(methylthio)pyrimidine lithium-nickel-cobalt cobalt [Co].[Co].[Ni].[Li].ClC(C)C=1C=NC(=NC1)SC